C(CC)(=O)O.CC(C)(C)C=1C=CC=C(C1O)C.CC(C)(C)C=1C=CC=C(C1O)C bis[3-(1,1-dimethylethyl)-4-hydroxy-5-methylbenzene] propionate